2,3,5,6-tetrahydrofuro[3,2-c]pyridine-7-carboxamide O1CCC2=CNCC(=C21)C(=O)N